2,2-dimethylstyrene CC1(C(C=C)C=CC=C1)C